2-(2-Oxoindoline-4-carbonyl)-2,7-diazaspiro[4.5]decane-6,8-dione O=C1NC=2C=CC=C(C2C1)C(=O)N1CC2(CC1)C(NC(CC2)=O)=O